C(C1=CC=CC=C1)N1C2=C(SCC1=O)C=CC(=C2)NC(=O)NC2=CNC1=CC=C(C=C21)C=2C=NN(C2)C(C)C 1-(4-benzyl-3-oxo-3,4-dihydro-2H-benzo[b][1,4]thiazin-6-yl)-3-(5-(1-isopropyl-1H-pyrazol-4-yl)-1H-indol-3-yl)urea